3-O-α-D-glucopyranosyl-xylitol [C@H]1([C@H](O)[C@@H](O)[C@H](O)[C@H](O1)CO)O[C@H]([C@H](CO)O)[C@H](O)CO